N-(3-chloro-2-methylphenyl)-2-(2,2-dimethylpropyl)-6-({[2-(trifluoromethyl)phenyl]carbonyl}amino)-1H-benzimidazole-4-carboxamide ClC=1C(=C(C=CC1)NC(=O)C1=CC(=CC=2NC(=NC21)CC(C)(C)C)NC(=O)C2=C(C=CC=C2)C(F)(F)F)C